N-(2-chloro-4-(trifluoromethyl)phenyl)-2-(1-(3-hydroxypicolinoyl)-9'-oxo-2'-phenyl-5',6',7',9'-tetrahydro-4'H-spiro[piperidine-4,8'-[1,2,4]triazolo[5,1-b]quinazolin]-4'-yl)acetamide ClC1=C(C=CC(=C1)C(F)(F)F)NC(CN1C=2N(C(C=3C4(CCCC13)CCN(CC4)C(C4=NC=CC=C4O)=O)=O)N=C(N2)C2=CC=CC=C2)=O